(3-(2-((2-(4-methylpiperazin-1-yl)ethyl)amino)thiazol-4-yl)phenyl)-4-pentylbenzenesulfonamide CN1CCN(CC1)CCNC=1SC=C(N1)C=1C=C(C=CC1)C1=C(C=CC(=C1)CCCCC)S(=O)(=O)N